(S)-2-((tert-butyldimethylsilyl)oxy)propan-1-ol [Si](C)(C)(C(C)(C)C)O[C@H](CO)C